1-(2-(dimethylamino)ethyl)-5-fluoro-N1-methyl-N4-(4-(1-methyl-1H-indol-3-yl)-5-(trifluoromethyl)pyrimidin-2-yl)-2-nitrobenzene-1,4-diamine CN(CCC1(C(C=C(C(=C1)F)NC1=NC=C(C(=N1)C1=CN(C2=CC=CC=C12)C)C(F)(F)F)[N+](=O)[O-])NC)C